O=C1C=CNC=2N1N=C(C2)C(=O)N 7-oxo-4H-pyrazolo[1,5-a]pyrimidine-2-carboxamide